FC(S(=O)(=O)OC=1C2=C(N=CN1)N(C(C(=C2)Br)=O)C)(F)F 6-bromo-8-methyl-7-oxo-7,8-dihydropyrido[2,3-d]pyrimidin-4-yl trifluoromethanesulfonate